ClC=1N=C(C2=C(N1)N(C=C2)[C@H]2[C@@H]([C@@H]([C@@H](O2)C(OC)P(O)(O)=O)O)O)N[C@@H](C)C2=CC=C(C=C2)C2CC2 [(2R,3S,4R,5R)-5-[2-chloro-4-[[(1S)-1-(4-cyclopropylphenyl)-ethyl]amino]pyrrolo-[2,3-d]pyrimidin-7-yl]-3,4-dihydroxy-tetra-hydrofuran-2-yl]-methoxymethylphosphonic acid